15-{(S)-1-carboxy-3-[2-(2-{[2-(2-{[2-(2-bromoacetyl-amino)ethylcarbamoyl]methoxy}ethoxy)ethylcarbamoyl]methoxy}ethoxy)ethyl-carbamoyl]propylcarbamoyl}pentadecanoic acid C(=O)(O)[C@H](CCC(NCCOCCOCC(NCCOCCOCC(NCCNC(CBr)=O)=O)=O)=O)NC(=O)CCCCCCCCCCCCCCC(=O)O